2-(2-chlorophenyl)-4-(diphenylphosphono)-4H-chromene ClC1=C(C=CC=C1)C=1OC2=CC=CC=C2C(C1)P(=O)(OC1=CC=CC=C1)OC1=CC=CC=C1